3α-Azidocholest-5-ene N(=[N+]=[N-])[C@H]1CC2=CC[C@H]3[C@@H]4CC[C@H]([C@@H](CCCC(C)C)C)[C@]4(CC[C@@H]3[C@]2(CC1)C)C